BrS(=O)Br monobromo sulfoxide